C(C)(C)(C)C1=CC=C(C=C1)N(C1=CC(=CC(=C1)Cl)N(C1=CC=C(C=C1)C(C)(C)C)C1=CC=C(C=C1)C(C)(C)C)C1=CC=C(C=C1)C(C)(C)C N1,N1,N3,N3-tetra(4-(tert-butyl)phenyl)-5-chlorobenzene-1,3-diamine